[N+](=O)([O-])C1=CC=C(C=C1)OC(=O)O[C@H]1C[C@H](CC1)C1=NN(C(=C1)NC=1C=C2C(CCC2=CC1)C#N)C(C)(C)C (1R,3S)-3-{5-[(3-cyano-2,3-dihydro-1H-inden-5-yl)amino]-1-(2-methylprop-2-yl)pyrazol-3-yl}cyclopentyl [(4-nitrophenyl)oxy]methanoate